[C@H]12COC[C@H](CC1)N2C=2SC1=C(N2)C(=C(C=C1)F)OCC(=O)NCCCCCCCCCCC(=O)NC1=CC=C(C=C1)C1C(NC(CC1)=O)=O 11-(2-((2-((1R,5S)-3-oxa-8-aza-bicyclo[3.2.1]octan-8-yl)-5-fluoro-benzo[d]thiazol-4-yl)oxy)acetamido)-N-(4-(2,6-dioxopiperidin-3-yl)phenyl)undecanamide